N(=[N+]=[N-])C1=C(C=CC(=C1)C(F)(F)F)Cl 2-azido-1-chloro-4-(trifluoromethyl)benzene